CC1=C(C(=O)NC=2C=C(C=CC2C(F)(F)F)[C@@H]2[C@@H](C2)C(=O)O)C(=CC(=C1)OCCC(F)(F)F)C (1R,2S)-2-[3-{[2,6-dimethyl-4-(3,3,3-trifluoropropoxy)benzoyl]amino}-4-(trifluoromethyl)phenyl]cyclopropanecarboxylic acid